C(CCC)(=O)O[C@@H](CC(=O)OC1=CC=C2C3=C(C(OC2=C1)=O)C=C(C(=C3)OC(C[C@@H](C)OC(CCC)=O)=O)OC(C[C@@H](C)OC(CCC)=O)=O)C [8,9-bis[[(3R)-3-butanoyloxybutanoyl]oxy]-6-oxo-benzo[c]chromen-3-yl] (3R)-3-butanoyloxybutanoate